FC1=C(CNC(=O)C=2C(C(=C3N(C4CCC(CN(C3=O)C4)F)C2)O)=O)C=CC(=C1)F N-(2,4-difluorobenzyl)-4-fluoro-12-hydroxy-1,11-dioxo-1,4,5,6,7,11-hexahydro-3H-2,7-methanopyrido[1,2-a][1,4]diazonine-10-carboxamide